N,N-dimethylbenzylalanine CN([C@@](C)(C(=O)O)CC1=CC=CC=C1)C